N1CCC(CC1)OC1CC(C1)OC1=CC=C(C=N1)C=1C=CC=2C3=C(NC2C1)C=CN=C3 7-[6-[3-(4-piperidyloxy)cyclobutoxy]-3-pyridyl]-5H-pyrido[4,3-b]indole